N-(2-(1-((5-(2,4-dioxotetrahydropyrimidin-1(2H)-yl)pyrazin-2-yl)methyl)piperidin-4-yl)-5-(2-hydroxypropane-2-yl)benzo[d]thiazol-6-yl)-6-(trifluoromethyl)nicotinamide O=C1N(CCC(N1)=O)C=1N=CC(=NC1)CN1CCC(CC1)C=1SC2=C(N1)C=C(C(=C2)NC(C2=CN=C(C=C2)C(F)(F)F)=O)C(C)(C)O